2,4-difluoro-3-[1-(1-[[2-(trimethylsilyl)ethoxy]methyl]imidazol-2-yl)imidazo[1,5-a]pyridin-6-yl]aniline FC1=C(N)C=CC(=C1C=1C=CC=2N(C1)C=NC2C=2N(C=CN2)COCC[Si](C)(C)C)F